NC=1C=C2C(=CC1)C(N(C[C@]21[C@H](C1)F)CC(=O)OC)=O methyl 2-[(2's,4r)-6-amino-2'-fluoro-1-oxo-spiro[3H-isoquinoline-4,1'-cyclopropane]-2-yl]acetate